COC=1C=C2C(=CNC2=CC1)C1CCN(CC1)CCC=1C=NN(C1)CCCCCC 5-methoxy-3-[1-[2-[1-hexyl-1H-pyrazol-4-yl]ethyl]-4-piperidinyl]-1H-indole